ethylenediaminetetraacetate dipotassium salt [K+].[K+].C(CN(CC(=O)[O-])CC(=O)[O-])N(CC(=O)O)CC(=O)O